FC(C=1C=C(C=CC1)N1C(=NNC1=O)C(F)(F)F)(F)F 4-(3-trifluoromethylphenyl)-3-trifluoromethyl-1,2,4-triazol-5-one